NC1=C2C(=NC=N1)N(N=C2C2=CC=C(C1=C2OCO1)NC(=O)C12CCC(CC1)C2)[C@H]2CNCCC2 (R)-N-(7-(4-amino-1-(piperidin-3-yl)-1H-pyrazolo[3,4-d]pyrimidin-3-yl)benzo[d][1,3]dioxolan-4-yl)bicyclo[2.2.1]heptane-1-carboxamide